COC1=CC=C(C=C1)S(=O)(=O)NCCNC1=NC=CC(=N1)C1=C(N=C2SC=CN21)C2=CC=C(C=C2)OC 4-methoxy-N-(2-((4-(6-(4-methoxyphenyl)imidazo[2,1-b]thiazol-5-yl)pyrimidin-2-yl)amino)ethyl)benzenesulfonamide